C(OC1=NC=CC=C1)(OC1=NC=CC=C1)=O bis-(2-pyridyl) carbonate